C123C4C=CC(C1(C(OC2=O)=O)CSC3)O4 8,13-dioxa-11-thiatetracyclo[4.3.3.12,5.01,6]tridec-3-ene-7,9-dione